C(#N)[C@H]1N([C@H]2C[C@H]2C1)C(CNC(=O)C1=CC=NC2=CC(=CC=C12)C1(CC1)C)=O N-(2-((1S,3S,5S)-3-Cyano-2-azabicyclo[3.1.0]hexan-2-yl)-2-oxoethyl)-7-(1-methylcyclopropyl)quinoline-4-carboxamide